N1[C@@H](CCC1)C(=O)O[C@H]1C(C=C2C([C@](C3(C(=C12)C)CC3)(C)O)=O)(C)C (3'S,6'R)-6'-hydroxy-2',2',4',6'-tetramethyl-7'-oxo-2',3',6',7'-tetrahydrospiro[cyclopropane-1,5'-inden]-3'-yl L-prolinate